C1(CC1)CC(=O)C1=C(C=CC(=C1)F)OC 2-cyclopropyl-1-(5-fluoro-2-methoxyphenyl)ethan-1-one